aniline lithium salt [Li].NC1=CC=CC=C1